BrC=1C(=C(C=CC1)Cl)Br m-bromobromochlorobenzene